N-(3-(5-cyano-3-methoxyquinoxalin-6-ylamino)-2-methylphenyl)propane-1-sulfonamide C(#N)C1=C2N=C(C=NC2=CC=C1NC=1C(=C(C=CC1)NS(=O)(=O)CCC)C)OC